methyl(triphenyl)phosphanium C[P+](C1=CC=CC=C1)(C1=CC=CC=C1)C1=CC=CC=C1